N1N=NN=C1CN1C(N(/C(/NC1=O)=N/C1=CC2=CN(N=C2C=C1Cl)C)CC1=CC=CC=C1)=O (E)-3-((1H-tetrazol-5-yl)methyl)-1-benzyl-6-((6-chloro-2-methyl-2H-indazol-5-yl)imino)-1,3,5-triazinE-2,4-dione